(2R,3S)-2-(3-(4,5-dichloro-1H-benzo[d]imidazol-1-yl)propyl)piperidin-3-ol Dioxalate C(C(=O)O)(=O)O.C(C(=O)O)(=O)O.ClC1=C(C=CC=2N(C=NC21)CCC[C@H]2NCCC[C@@H]2O)Cl